COC(=O)C1(CCN(CC1)C([C@H](CCCCN)C([C@@H](CC(C)C)NC([C@@H](CC1=CC=CC=C1)NC(N(CC1=CC=CC=C1)CCN)=O)=O)=O)=O)N 4-amino-1-[(2R)-6-amino-2-[(2R)-2-[(2R)-2-{[(2-aminoethyl)(benzyl)carbamoyl]amino}-3-phenylpropionylamino]-4-methylpentanoyl]hexanoyl]piperidine-4-carboxylic acid methyl ester